N-ethyl-5-fluoro-N-isopropyl-2-[6-(1-{[(1r,4r)-4-ethanesulfonamidocyclohexyl]methyl}pyrrolidin-3-yl)-1H-pyrazolo[3,4-b]pyridin-4-yl]benzamide C(C)N(C(C1=C(C=CC(=C1)F)C1=C2C(=NC(=C1)C1CN(CC1)CC1CCC(CC1)NS(=O)(=O)CC)NN=C2)=O)C(C)C